dicyclopentylamine C1(CCCC1)NC1CCCC1